BrCCCCCCCC(=O)N(C(C)C)CCCCCC(=O)OCC(CCCCCCCC)CCCCCC 2-Hexyldecyl 6-(8-bromo-N-isopropyloctanamido)hexanoate